hydroxypropyl-ammonium dichloride [Cl-].[Cl-].OCCC[NH3+].OCCC[NH3+]